N1N=NN=C1C1=C(C=CC=C1)C1=CC2=C(OCCCC2C2=CC=CC=C2)C(=C1)NC1=NC=2N(C=C1)N=CC2 N-(7-(2-(1H-tetrazol-5-yl)phenyl)-5-phenyl-2,3,4,5-tetrahydrobenzo[b]oxepin-9-yl)pyrazolo[1,5-a]pyrimidin-5-amine